(R)-N-(5-Chloro-6-(2H-1,2,3-triazol-2-yl)pyridin-3-yl)-1-(7-(3-hydroxy-pyrrolidin-1-yl)thieno[2,3-c]pyridin-4-yl)-5-(trifluoromethyl)-1H-pyrazol-4-carboxamid ClC=1C=C(C=NC1N1N=CC=N1)NC(=O)C=1C=NN(C1C(F)(F)F)C1=C2C(=C(N=C1)N1C[C@@H](CC1)O)SC=C2